O1CCOC12CC=C(CC2)C2=CC=C(C(=O)[O-])C=C2 4-(1,4-dioxaspiro[4.5]dec-7-en-8-yl)benzoate